IC1=C(C=CC=C1)S(=O)(=O)NC(=O)NC1=NC(=NC(=N1)OC)C 2-iodo-N-[[(4-methoxy-6-methyl-1,3,5-triazin-2-yl)amino]carbonyl]-benzenesulfonamide